BrC=1C=C(C=CC1)N1C2=C(C(=C(C(=C2C2=C(C(=C(C(=C12)[2H])[2H])C1=CC=CC=C1)[2H])[2H])[2H])[2H])[2H] 9-(3-bromophenyl)-3-phenyl-9H-carbazole-1,2,4,5,6,7,8-d7